N-(4-((6,7-dimethoxyquinolin-4-yl)oxy)phenyl)-1-(4-fluorophenyl)-5-(methylsulfonyl)-1H-pyrazole-3-carboxamide COC=1C=C2C(=CC=NC2=CC1OC)OC1=CC=C(C=C1)NC(=O)C1=NN(C(=C1)S(=O)(=O)C)C1=CC=C(C=C1)F